C(CCCCCCC\C=C/CCCCCCCCCC)(=O)[O-].[Na+].NCCOP(=O)([O-])O.C(CCC)[N+](CCCC)(CCCC)CCCC tetrabutylammonium 2-aminoethyl-phosphate sodium cis-9-eicosenoate